1,2-Diphenylbenzene C1(=CC=CC=C1)C1=C(C=CC=C1)C1=CC=CC=C1